N1=CC=C(C=C1)OC1=CC=C(C=C1)CC(=O)O 2-[4-(pyridin-4-yloxy)phenyl]acetic acid